tri(3-sulfonyl-phenyl)phosphorus oxide trisodium salt [Na].[Na].[Na].S(=O)(=O)=C1CC(=CC=C1)P(C=1CC(C=CC1)=S(=O)=O)(C=1CC(C=CC1)=S(=O)=O)=O